F[C@@H]1CN(CC[C@@H]1OC)C1=NC=CC(=N1)NC=1N=CC2=C(C=CC(=C2C1)C(C)C)N1CC(C1)CS(=O)(=O)C N-{2-[(3R,4S)-3-fluoro-4-methoxypiperidin-1-yl]pyrimidin-4-yl}-8-[3-(methanesulfonylmeth-yl)azetidin-1-yl]-5-(propan-2-yl)isoquinolin-3-amine